tert-butylhydrazine monohydrochloride Cl.C(C)(C)(C)NN